(2s,3s)-N-{2-Methoxy-5-[5-(trifluoromethyl)-1H-tetrazol-1-yl]benzyl}-2-phenyl-3-piperidinamine COC1=C(CN[C@@H]2[C@@H](NCCC2)C2=CC=CC=C2)C=C(C=C1)N1N=NN=C1C(F)(F)F